4-[(4-(piperidin-4-yl)piperazin-1-yl)methyl]piperidine-1-carboxylic acid tert-butyl ester C(C)(C)(C)OC(=O)N1CCC(CC1)CN1CCN(CC1)C1CCNCC1